2-(4,4-difluoropiperidin-1-yl)-3-fluoro-5-(4,4,5,5-tetramethyl-1,3,2-dioxaborolan-2-yl)pyridine FC1(CCN(CC1)C1=NC=C(C=C1F)B1OC(C(O1)(C)C)(C)C)F